2-(((5-bromopyridin-2-yl)methyl)amino)-2-oxoacetic acid methyl ester COC(C(=O)NCC1=NC=C(C=C1)Br)=O